COC(NS(=O)(=O)C=1SC(=CC1C1=CC(=C(C=C1)CN1C(=NC=C1)CC)C#N)CC(C)C)=O ((3-(3-cyano-4-((2-ethyl-1H-imidazol-1-yl)methyl)phenyl)-5-isobutylthiophene-2-yl)sulfonyl)carbamic acid methyl ester